[K+].CN(C)C[B-](F)(F)F (Dimethylamino)methyl-trifluoro-boranuide, potassium salt